N-(3''-{1-[(2E)-2-(aminomethyl)-3-fluoroprop-2-en-1-yl]-5-oxo-1,5-dihydro-4H-1,2,4-triazol-4-yl}-1,1':4',1''-terphenyl-4-yl)acetamide hydrochloride Cl.NC/C(/CN1N=CN(C1=O)C=1C=C(C=CC1)C1=CC=C(C=C1)C1=CC=C(C=C1)NC(C)=O)=C\F